FC=1C=C2C(C(COC2=CC1C1=CC=C(C=C1)OCC(C)C)(C)C)NC(O[C@@H]1CN2CCC1CC2)=O (S)-quinuclidin-3-yl (6-fluoro-7-(4-isobutoxyphenyl)-3,3-dimethylchroman-4-yl)carbamate